tert-butyl (2R,5S)-5-(((2S,5R)-2,5-dimethylmorpholino) methyl)-2-methylpiperazine-1-carboxylate C[C@@H]1OC[C@H](N(C1)C[C@@H]1NC[C@H](N(C1)C(=O)OC(C)(C)C)C)C